2-bromo-6-(2-((4-iodopyridin-3-yl)oxy)ethoxy)pyridine BrC1=NC(=CC=C1)OCCOC=1C=NC=CC1I